ClC1=CC=C(C=C1)S(=O)(=O)CCN 2-((4-chlorophenyl)sulfonyl)ethylamine